C(C)(=O)N1CCN(CC1)CCOC1=CC(=C(C=C1)NC(NCC(=O)NC1=CC=C(C=C1)N[C@@H]1C[C@@H](N(C2=CC=CC=C12)C(CC)=O)C)=O)F 2-(3-(4-(2-(4-acetylpiperazin-1-yl)ethoxy)-2-fluorophenyl)ureido)-N-(4-(((2S,4R)-2-methyl-1-propionyl-1,2,3,4-tetrahydroquinolin-4-yl)amino)phenyl)acetamide